N-allyl-4-isopropylaniline C(C=C)NC1=CC=C(C=C1)C(C)C